(E)-5-[2-(benzyloxy)-4-[bis(4-hydroxybutyl)amino]styryl]thiophene-2-carbaldehyde C(C1=CC=CC=C1)OC1=C(/C=C/C2=CC=C(S2)C=O)C=CC(=C1)N(CCCCO)CCCCO